3-(2,4-dimethylphenyl)sulfonyl-8-hydroxy-4H-triazolo[1,5-a]quinazolin-5-one CC1=C(C=CC(=C1)C)S(=O)(=O)C=1N=NN2C1NC(C1=CC=C(C=C21)O)=O